OCCCCCCC=1N=C(N(C1)C1=CC=CC=C1)NC(C1=CC(=CC=C1)C=1C=C2C=NN(C2=CC1)C)=O N-(4-(6-hydroxyhexyl)-1-phenyl-1H-imidazol-2-yl)-3-(1-methyl-1H-indazol-5-yl)benzamide